C(C)(C)(C)OC(=O)N1CC(CC=C1C1=CC=C2COC3(C2=C1)CC3)C 3-Methyl-6-(3'H-spiro[cyclopropane-1,1'-isobenzofuran]-6'-yl)-3,4-dihydropyridine-1(2H)-carboxylic acid tert-butyl ester